tert-Butyl 2-[2-[(4-methoxyphenyl)methyl]-5-[(5-methoxypyridine-2-carbonyl)amino]pyrazol-3-yl]benzimidazole-1-carboxylate COC1=CC=C(C=C1)CN1N=C(C=C1C1=NC2=C(N1C(=O)OC(C)(C)C)C=CC=C2)NC(=O)C2=NC=C(C=C2)OC